FC1=C(C=CC(=C1)F)C1=CN=C(N1)[C@H](C)NC([C@H](CC(=O)N1[C@H](CCCC1)C)NS(=O)(=O)CC(C)C)=O (2S)-N-[(1S)-1-[5-(2,4-difluorophenyl)-1H-imidazol-2-yl]ethyl]-2-(isobutylsulfonylamino)-4-[(2S)-2-methyl-1-piperidyl]-4-oxo-butanamide